N-((3S,4S)-3-((6-(2,6-dichloro-3,5-di-methoxyphenyl)-8-(phenylamino)pyrido[3,4-d]pyrimidin-2-yl)amino)tetra-hydro-2H-pyran-4-yl)acrylamide ClC1=C(C(=C(C=C1OC)OC)Cl)C1=CC2=C(N=C(N=C2)N[C@@H]2COCC[C@@H]2NC(C=C)=O)C(=N1)NC1=CC=CC=C1